S(=O)(=O)([O-])[O-].[Mn+2].[Co+2].[Ni+2].S(=O)(=O)([O-])[O-].S(=O)(=O)([O-])[O-] nickel-cobalt manganese sulfate